CN1CC(CCC1(C)C)(C)C 1,3,3,6,6-pentamethyl-piperidine